BrC=1C(=NC=C(C1)F)[C@@H](CCC=C)N[S@@](=O)C(C)(C)C (S)-N-((R)-1-(3-bromo-5-fluoropyridin-2-yl)pent-4-en-1-yl)-2-methyl-propane-2-sulfinamide